4-[3-bromo-5-(2-methylprop-1-en-1-yl)pyrazol-1-yl]-2-isopropylpyridine BrC1=NN(C(=C1)C=C(C)C)C1=CC(=NC=C1)C(C)C